(+)-sorbitol OC[C@H](O)[C@@H](O)[C@H](O)[C@H](O)CO